NC1CCN(CC1)C1=NC(=C2N=CN(C2=N1)C(C)C)NCC1=C(C=CC=C1)C=1C=NC(=CC1)N(C)C 2-(4-aminopiperidin-1-yl)-N-(2-(6-(dimethylamino)pyridin-3-yl)benzyl)-9-isopropyl-9H-purin-6-amine